O.[I] iodine monohydrate